CC1=C(C(=CC=C1)C)C1=NC(=NC(=C1)OC1C2CCCN(C2CNC1)C)NS(=O)(=O)C=1C=C(C(=O)O)C=CC1 3-[[4-(2,6-dimethylphenyl)-6-[(1-methyl-3,4,4a,5,6,7,8,8a-octahydro-2H-1,7-naphthyridin-5-yl)oxy]pyrimidin-2-yl]sulfamoyl]benzoic acid